C(C)OC1=C(C=C(C=O)C=C1)CO 4-ethoxy-3-(hydroxymethyl)benzaldehyde